3-(6-(2-carbamoyl-6-(trifluoromethoxy)-1H-indol-1-yl)pyridin-2-yl)-3,3-difluoropropanoic acid C(N)(=O)C=1N(C2=CC(=CC=C2C1)OC(F)(F)F)C1=CC=CC(=N1)C(CC(=O)O)(F)F